(S)-(2'-ethoxy-4-(3-(5-(trifluoromethyl)pyridin-2-yloxy)pyrrolidin-1-yl)biphenyl-3-yl)methanol dioctadecyl-2-(3-t-butyl-4-hydroxy-5-methylbenzyl)malonate C(CCCCCCCCCCCCCCCCC)C(C1=CC(=C(C(=C1)C)O)C(C)(C)C)(C(C(=O)O)C(=O)O)CCCCCCCCCCCCCCCCCC.C(C)OC1=C(C=CC=C1)C1=CC(=C(C=C1)N1C[C@H](CC1)OC1=NC=C(C=C1)C(F)(F)F)CO